N[C@@H]1CN(CC[C@H]1F)C1=NC2=C(N1CC(=O)N1[C@H](COCC1)C1CC1)C=C(C=C2)F 2-(2-((3R,4R)-3-Amino-4-fluoropiperidin-1-yl)-6-fluoro-1H-benzo[d]imidazol-1-yl)-1-((S)-3-cyclopropylmorpholino)ethan-1-on